C(C)N(C(=O)C=1C=NN(C1C(F)F)C(C)C(C)SC)C1=CN=NC=C1 N-ethyl-N-(pyridazin-4-yl)-1-(3-(methylthio)butan-2-yl)-5-difluoromethyl-1H-pyrazole-4-carboxamide